NC1CC2CCC(C1)N2C2=C(N=C1C(=N2)NN=C1C=1C(=C2N=C(C=NC2=CC1)OC)Cl)CO {6-[endo-3-amino-8-aza-bicyclo[3.2.1]octan-8-yl]-3-(5-chloro-3-methoxyquinoxalin-6-yl)-1H-pyrazolo[3,4-b]pyrazin-5-yl}methanol